(R)-allyl-(1-(benzyloxy)-3-oxobutan-2-yl)carbamic acid tert-butyl ester C(C)(C)(C)OC(N([C@H](COCC1=CC=CC=C1)C(C)=O)CC=C)=O